racemic-tert-butyl 3-(4-(2-(3-amino-6-methylthieno[2,3-b]pyridine-2-carboxamido)ethyl) phenyl)-3-hydroxypyrrolidine-1-carboxylate NC1=C(SC2=NC(=CC=C21)C)C(=O)NCCC2=CC=C(C=C2)[C@]2(CN(CC2)C(=O)OC(C)(C)C)O |r|